FC1=CC(=CC2=C1NC(=N2)C2=NNC=1C[C@@]3([C@H](CC21)C3)C)N(C([C@H](C)C3CCOCC3)=O)C (R)-N-(7-fluoro-2-((4aS,5aR)-5a-methyl-1,4,4a,5,5a,6-hexahydrocyclopropa[f]indazol-3-yl)-1H-benzo[d]imidazol-5-yl)-N-methyl-2-(tetrahydro-2H-pyran-4-yl)propanamide